((1R,5S,6s)-3-oxabicyclo[3.1.0]hexan-6-yl)-4,4-difluoro-2-(1H-pyrazol-4-yl)-4,5,7,8-tetrahydro-3H-1-thia-5a,8-diazabenzo[cd]azulen-9(6H)-one [C@@H]12COC[C@H]2C1C1C(CN2C=3C1=C(SC3C(NCC2)=O)C=2C=NNC2)(F)F